ClC1=NC(=C2N=CN(C2=N1)[C@H]1[C@@H]([C@@H](C(O1)=COCP(O)(O)=O)O)O)NCC=1C=NC=CC1 ({[(2R,3S,4R,5R)-5-{2-chloro-6-[(pyridin-3-ylmethyl)amino]-9H-purin-9-yl}-3,4-dihydroxyoxolanyl-2-yl]methoxy}methyl)phosphonic acid